N-(6-hydroxy-2,7-dimethylindazol-5-yl)-2-methyl-4-(piperazin-1-yl)indazole-7-carboxamide hydrochloride Cl.OC=1C(=CC2=CN(N=C2C1C)C)NC(=O)C1=CC=C(C2=CN(N=C12)C)N1CCNCC1